C(CCCCCCCCCCC=CCCCCCC)(=O)O 12-NONADECENOIC ACID